CN(CCC(COC1=C(C=CC=C1)CCC1=CC(=CC=C1)OC)OC(C(C(C(=O)O)(F)F)(F)F)=O)C ((4-(dimethylamino)-1-(2-(3-methoxyphenethyl)phenoxy)butan-2-yl)oxy)-2,2,3,3-tetrafluoro-4-oxobutanoic acid